C1=CC=CC=2C3=CC=CC=C3N(C12)C=1C=C(C=CC1)N1C2=CC=CC=C2C=2C=C(C=CC12)P(C1=CC=CC=C1)(C1=CC=CC=C1)=O (9-(3-(9H-carbazol-9-yl)phenyl)-9H-carbazol-3-yl)-diphenylphosphine oxide